8-n-hexyl-1-oxaspiro[4.5]decan-2-one C(CCCCC)C1CCC2(CCC(O2)=O)CC1